1-(N-(3-trimethoxysilylpropyl)-2-aminoethyl)-2,3-dicyclohexylguanidine CO[Si](CCCNCCNC(=NC1CCCCC1)NC1CCCCC1)(OC)OC